C1(=CC=CC=C1)OP(=O)(O)O.C1(=CC=CC=C1)C1=CC=CC=C1.C1(=CC=CC=C1)C1=CC=CC=C1 di(o-biphenyl) monophenyl-phosphate